C(CCC)C1=NC=2C(=C(N=NC2N)SC(C)C)N1 2-butyl-7-(isopropylsulfanyl)-1H-imidazo[4,5-d]pyridazin-4-amine